4-amino-N-(4-(methoxymethyl)phenyl)-7-(1-methylcyclopropyl)-6-(4-morpholinobut-1-yn-1-yl)-7H-pyrrolo[2,3-d]pyrimidine-5-carboxamide NC=1C2=C(N=CN1)N(C(=C2C(=O)NC2=CC=C(C=C2)COC)C#CCCN2CCOCC2)C2(CC2)C